3-(4-bromo-2-(trifluoromethyl)phenyl)-3,3-difluoropropionic acid BrC1=CC(=C(C=C1)C(CC(=O)O)(F)F)C(F)(F)F